C([O-])(O)=O.C(C)[N+]1=CN(C=C1)C 3-ethyl-1-methyl-imidazolium bicarbonate